N-alpha-Boc-N-gamma-Fmoc-D-diaminobutyric acid CC(C)(C)OC(=O)N[C@H](CCNC(=O)OCC1C2=CC=CC=C2C3=CC=CC=C13)C(=O)O